N-((1S,3R)-3-(4-(chloromethyl)-5-methyloxazol-2-yl)-3-((6-fluoro-2'-hydroxy-[1,1'-biphenyl]-3-yl)methyl)cyclopentyl)methanesulfonamide ClCC=1N=C(OC1C)[C@@]1(C[C@H](CC1)NS(=O)(=O)C)CC=1C=C(C(=CC1)F)C1=C(C=CC=C1)O